ClC1=CC2=C(N=C(N=C2)NC2CCC(CC2)S(=O)(=O)C=2C=NN(C2)C)N(C1=O)C(C)C 6-chloro-8-isopropyl-2-(((1r,4r)-4-((1-methyl-1H-pyrazol-4-yl)sulfonyl)cyclohexyl)amino)pyrido[2,3-d]pyrimidin-7(8H)-one